CNS(=O)(=O)C1=CC(=CC(=C1)N1[C@@H](CCC1)C)C=1N=C2C(=NC1)NC=C2C=2C=NN(C2)C2CCN(CC2)C (R)-N-methyl-3-(7-(1-(1-methylpiperidin-4-yl)-1H-pyrazol-4-yl)-5H-pyrrolo[2,3-b]pyrazin-2-yl)-5-(2-methylpyrrolidin-1-yl)benzenesulfonamide